Br.C(C)OC(N)=N O-ethylisourea hydrobromide